C(C)OC(=O)C1=NN(C(=C1)C)C1=CC=C(C=C1)C#N (4-cyanophenyl)-5-methyl-1H-pyrazole-3-carboxylic acid ethyl ester